benzyl 8-(4-tert-butoxy carbonylpiperazin-1-yl)-2,3-dihydro-1,4-benzoxazine-4-carboxylate C(C)(C)(C)OC(=O)N1CCN(CC1)C1=CC=CC=2N(CCOC21)C(=O)OCC2=CC=CC=C2